4-(3-chloro-2-fluoro-anilino)-6-(3-piperidyl)-1,7-naphthyridine-3-carbonitrile ClC=1C(=C(NC2=C(C=NC3=CN=C(C=C23)C2CNCCC2)C#N)C=CC1)F